(4-(7-Fluoro-4-isopropyl-2-(3-methyl-5-(trifluoromethyl)-1H-pyrazol-4-yl)quinolin-6-yl)-1-methyl-1H-imidazol-2-yl)methanol FC1=C(C=C2C(=CC(=NC2=C1)C=1C(=NNC1C(F)(F)F)C)C(C)C)C=1N=C(N(C1)C)CO